C1(CC1)S(=O)(=O)N1N=CC(=C1)C1=NC=CC(=N1)NC1=NC=C(C(=C1)NC1CCC(CC1)CO)C1=NC=C(N=C1)OC1CCN(CC1)C ((1s,4s)-4-((2-((2-(1-(Cyclopropylsulfonyl)-1H-pyrazol-4-yl)pyrimidin-4-yl)amino)-5-(5-((1-methylpiperidin-4-yl)oxy)pyrazin-2-yl)pyridin-4-yl)amino)cyclohexyl)methanol